1-(4-{6-[2-(pyridin-2-yl)acetamido]pyridazin-3-yl}butyl)-N-{[3-(trifluoromethoxy)phenyl]methyl}-1H-1,2,3-triazole-4-carboxamide N1=C(C=CC=C1)CC(=O)NC1=CC=C(N=N1)CCCCN1N=NC(=C1)C(=O)NCC1=CC(=CC=C1)OC(F)(F)F